N-{3-Fluoro-4-[6-methoxy-7-(piperidin-4-ylmethoxy)-quinolin-4-yloxy]-phenyl}-N'-phenethyl-oxalamide FC=1C=C(C=CC1OC1=CC=NC2=CC(=C(C=C12)OC)OCC1CCNCC1)NC(C(=O)NCCC1=CC=CC=C1)=O